C(=O)O.N1N=NN=C1 Tetrazole formic acid salt